NCCCCCCNC(C1=CC=C(C=C1)S(N)(=O)=O)=O N-(6-aminohexyl)-4-sulfamoylbenzamide